C(C)(C)(C)OC(N[C@@H]1CN(CCC1)C1=CC(=C(C=C1)N)[N+](=O)[O-])=O (S)-(1-(4-amino-3-nitrophenyl)piperidin-3-yl)carbamic acid tert-butyl ester